ClC1=CC=C(C=C1)C1=C(CCC(C1)(C)C)CN1CCN(CC1)C1=CC(=C(C(=O)NS(=O)(=O)C2=CC(=C(C=C2)NCC2CCOCC2)[N+](=O)[O-])C=C1)N1C2=C(OCC1)C=CN=C2 4-(4-[[2-(4-chlorophenyl)-4,4-dimethylcyclohex-1-en-1-yl]methyl]piperazin-1-yl)-N-[3-nitro-4-[(oxan-4-ylmethyl)amino]benzenesulfonyl]-2-[2H,3H-pyrido[4,3-b][1,4]oxazin-4-yl]benzamide